4-(8-((2,2-difluorocyclopropyl)sulfonyl)-3,8-diazabicyclo[3.2.1]octan-3-yl)-6-(1-methyl-1H-pyrazol-4-yl)pyrrolo[1,2-b]pyridazine FC1(C(C1)S(=O)(=O)N1C2CN(CC1CC2)C=2C=1N(N=CC2)C=C(C1)C=1C=NN(C1)C)F